tert-butyl 4-((6-((5-(difluoromethoxy)-1H-pyrazol-3-yl)amino)pyrazin-2-yl)oxy)-5-methylazepane-1-carboxylate FC(OC1=CC(=NN1)NC1=CN=CC(=N1)OC1CCN(CCC1C)C(=O)OC(C)(C)C)F